The molecule is a monounsaturated fatty acid anion that is the conjugate base of (2E)-hexenoic acid. It has a role as a metabolite. It is a conjugate base of a (2E)-hexenoic acid. CCC/C=C/C(=O)[O-]